C(C)(=O)OCCCCCCC\C=C/C=C/CCCC (Z,E)-8,10-Pentadecadienyl acetate